BrC1=CC(=CC(=N1)NC(=O)[C@H]1N([C@@H]2C[C@@]2(C1)C)C(=O)OC(C)(C)C)F tert-Butyl (1R,3S,5R)-3-((6-bromo-4-fluoropyridin-2-yl)carbamoyl)-5-methyl-2-azabicyclo[3.1.0]hexane-2-carboxylate